N-((4-bromo-2-(2,6-dioxopiperidin-3-yl)-1-oxoisoindoline-5-yl)methyl)-4,9-dioxo-4,9-dihydronaphtho[2,3-b]furan-2-carboxamide BrC1=C2CN(C(C2=CC=C1CNC(=O)C1=CC2=C(O1)C(C1=CC=CC=C1C2=O)=O)=O)C2C(NC(CC2)=O)=O